2-(3-(8-amino-6-(trifluoromethyl)imidazo[1,2-a]pyrazin-3-yl)-4-methylphenyl)-1,1-difluoropropan-2-ol NC=1C=2N(C=C(N1)C(F)(F)F)C(=CN2)C=2C=C(C=CC2C)C(C(F)F)(C)O